(S)-2-(dicyclohexylphosphino)-N-(2-(4-isopropyl-1-phenyl-4,5-dihydro-1H-imidazole-2-yl)phenyl)aniline C1(CCCCC1)P(C1=C(NC2=C(C=CC=C2)C=2N(C[C@@H](N2)C(C)C)C2=CC=CC=C2)C=CC=C1)C1CCCCC1